N1=CC(=CC=C1)C1=NC(=CC(=N1)NC1=NC=CC(=C1)OC(F)(F)F)N1CC2(C1)CNCCC2 2-(pyridin-3-yl)-6-(2,6-diazaspiro[3.5]nonan-2-yl)-N-(4-(trifluoromethoxy)pyridin-2-yl)pyrimidin-4-amine